pyrido[2,3-d][1,3]oxazin-2-one N=1C(OC=C2C1N=CC=C2)=O